CN(CCC1OCOCC1)C 4-(2-dimethylaminoethyl)-1,3-dioxane